5H-pyrazolo[5,1-b][1,3]oxazine-3-sulfonimidamide N1=CC(=C2OCC=CN21)S(=O)(N)=N